5-amino-3-(3-amino-3H-spiro[benzofuran-2,4'-piperidin]-1'-yl)-6-((2-(oxazol-2-yl)pyrimidin-4-yl)sulfanyl)pyrazin-2-one NC=1N=C(C(NC1SC1=NC(=NC=C1)C=1OC=CN1)=O)N1CCC2(CC1)OC1=C(C2N)C=CC=C1